CC1=CC=C(C=C1)S(=O)(=O)OC1=C(C=C(C=C1)OC)C1=C(C=CC=2CCCCC12)C (+)-4-Methoxy-2-(2-methyl-5,6,7,8-tetrahydronaphthalen-1-yl)phenyl 4-methylbenzenesulfonate